N1(CCC12CCNCC2)C=2SC1=C(N2)SC(=N1)C1=NC=C(C=C1O)C=1C=NNC1 2-[5-(1,7-Diazaspiro[3.5]nonan-1-yl)[1,3]thiazolo[5,4-d][1,3]thiazol-2-yl]-5-(1H-pyrazol-4-yl)pyridin-3-ol